(4-(2-Bromoethyl)thiophen-2-yl)(4-(4-methoxyphenyl)piperazin-1-yl)methanone BrCCC=1C=C(SC1)C(=O)N1CCN(CC1)C1=CC=C(C=C1)OC